6-((2-(1-(cyclopropylsulfonyl)-1H-pyrazol-4-yl)pyrimidin-4-yl)amino)-4-(isopropylamino)-N-(2,2,2-trifluoroethyl)nicotinamide C1(CC1)S(=O)(=O)N1N=CC(=C1)C1=NC=CC(=N1)NC1=NC=C(C(=O)NCC(F)(F)F)C(=C1)NC(C)C